[Na].N1N=NC2=C1C=CC=N2 Azabenzotriazole sodium